2-(3-chloro-2-fluorophenyl)-4-(acetoxy)-5-amino-3(2H)-furanone ClC=1C(=C(C=CC1)C1OC(=C(C1=O)OC(C)=O)N)F